O=C1N(CC2=C(C=CC=C12)SCC1=CC=C(C=C1)CCN1CCCCC1)C1C(NC(CC1)=O)=O 3-(1-oxo-4-((4-(2-(piperidin-1-yl)ethyl)benzyl)thio)isoindolin-2-yl)piperidine-2,6-dione